[C@H]12OC[C@H](N(C1)C=1C=CC=NC1)C2 5-((1R,4R)-2-oxa-5-azabicyclo[2.2.1]heptane-5-yl)pyridine